COC1=C(C=NC=C1)N(C1CCN(CC1)C(=O)C12CC(C1)(C2)C#N)C2=CC=C(C=C2)C(F)(F)F 3-(4-((4-Methoxypyridin-3-yl)(4-(trifluoromethyl)phenyl)amino)piperidine-1-carbonyl)bicyclo[1.1.1]pentane-1-carbonitrile